tert-butyl difluoromethanesulfonate FC(S(=O)(=O)OC(C)(C)C)F